NC1=C2C(=NC=N1)N(N=C2C#CC2=CC(=CC(=C2)OC)F)[C@@H]2CN(CC2)C(C=C)=O (S)-1-(3-(4-amino-3-((3-fluoro-5-methoxyphenyl)ethynyl)-1H-pyrazolo[3,4-d]pyrimidin-1-yl)pyrrolidin-1-yl)prop-2-en-1-one